CN(C)CCC(=O)N(CCCC)CCCC 3-(N,N-dimethylamino)-N,N-dibutylpropionamide